NC1=C(N([C@@H](C=C1)Cl)CC(C)O)C=1C=NC=CC1 (R)-3-amino-6-chloro-N-(2-hydroxypropyl)-[2,3'-bipyridine]